7-(allyloxy)isoquinoline-6-carboxylic acid methyl ester COC(=O)C=1C=C2C=CN=CC2=CC1OCC=C